CN1C=NC(=C1)C(=O)ON=CC1=CC=C(C=C1)OC(F)(F)F 4-(Trifluoromethoxy)benzaldehyde-O-(1-methyl-1H-imidazole-4-carbonyl) oxime